FC(CC=1C(=NC(=NC1OC)NS(=O)(=O)C1=CNC2=CC(=CC=C12)C(F)F)OC)F N-[5-(2,2-difluoroethyl)-4,6-dimethoxy-pyrimidin-2-yl]-6-(difluoromethyl)-1H-indole-3-sulfonamide